FC([C@H]1N(CC1)C(=O)C=1N=C2N(N1)[C@@H](C[C@@H]2F)C2=CC=CC=C2)F |r| [rac-(2S)-2-(Difluoromethyl)azetidin-1-yl]-[rac-(5S,7S)-7-fluoro-5-phenyl-6,7-dihydro-5H-pyrrolo[1,2-b][1,2,4]triazol-2-yl]methanon